C(CCC)OC(CCC(C)(OOC(C)(C)C)OOC(C)(C)C)=O.ClCOCC[Si](C)(C)C 2-(chloromethoxy)ethyl-trimethyl-silane n-butyl-4,4-Di(t-butylperoxy)valerate